trioleoyl-glycerol C(CCCCCCC\C=C/CCCCCCCC)(=O)C(C(O)(C(CCCCCCC\C=C/CCCCCCCC)=O)C(CCCCCCC\C=C/CCCCCCCC)=O)(O)CO